N(=[N+]=[N-])[C@@H]1[C@H](C[C@H](CC1)C(=O)OC)O (1S,3S,4S)-methyl 4-azido-3-hydroxycyclohexanecarboxylate